6-chloro-4-(4,4-difluoropiperidin-1-yl)pyridin-3-amine ClC1=CC(=C(C=N1)N)N1CCC(CC1)(F)F